C(CCCCCCCCC)(=O)O.C(CCCCCCC)(=O)OCC(O)CO glyceryl caprylate caprinate